[N+](=O)([O-])C1=C(C(=C(C(=O)O)C(=C1C(C)(C)C)O)O)C(C)(C)C 4-nitro-3,5-di-tert-butyl-2,6-dihydroxybenzoic acid